CN(C(C(=O)C1CCNCC1)CC)C 2-dimethylamino-1-(4-piperidyl)-1-butanone